2-(2-((tert-butoxycarbonyl)amino)ethoxy)-5-(2-(4-fluoro-2-methylphenoxy)-4-(trifluoromethyl)benzamido)benzoic acid C(C)(C)(C)OC(=O)NCCOC1=C(C(=O)O)C=C(C=C1)NC(C1=C(C=C(C=C1)C(F)(F)F)OC1=C(C=C(C=C1)F)C)=O